trifluoromethanesulfonyl-sulfimide FC(S(=O)(=O)S=N)(F)F